ClC1=CC=2C=3N(C(=NC2C=C1)N[C@H]1C(NCCCC1)=O)N=C(N3)C3=CC=C(C=C3)OC (3R)-3-{[9-chloro-2-(4-methoxyphenyl)[1,2,4]triazolo[1,5-c]quinazolin-5-yl]amino}azepan-2-one